7-(2-((1S,2R,3S,4R)-4-(4-amino-7H-pyrrolo[2,3-d]pyrimidin-7-yl)-2,3-dihydroxycyclopentyl)ethyl)-1,2-dihydro-3H-pyrazolo[3,4-b]quinolin-3-one NC=1C2=C(N=CN1)N(C=C2)[C@H]2[C@@H]([C@@H]([C@H](C2)CCC2=CC=C1C=C3C(=NC1=C2)NNC3=O)O)O